1-Ethyl-5-(6-(ethylamino)-2-fluoropyridin-3-yl)-1H-pyrazole-4-carboxylic acid ethyl ester C(C)OC(=O)C=1C=NN(C1C=1C(=NC(=CC1)NCC)F)CC